NC(C)(C)C1CCC(CC1)C(C)(C)N 1,4-bis(2-amino-prop-2-yl)-cyclohexane